[6-[[2-fluoro-4-(trifluoromethyl)phenyl]methyl]-2-azaspiro[3.3]heptan-2-yl]-[6-[5-(1-hydroxycyclopropyl)-4H-1,2,4-triazol-3-yl]-2-azaspiro[3.3]heptan-2-yl]methanone FC1=C(C=CC(=C1)C(F)(F)F)CC1CC2(CN(C2)C(=O)N2CC3(C2)CC(C3)C3=NN=C(N3)C3(CC3)O)C1